chloro(crotyl)(2-dicyclohexylphosphino-2',6'-dimethoxybiphenyl) palladium [Pd].ClC1=C(C(=C(C=C1)C1=C(C=CC=C1OC)OC)P(C1CCCCC1)C1CCCCC1)CC=CC